acetyl-CoA acetate C(C)(=O)O.C(C)(=O)SCCNC(CCNC([C@@H](C(COP(OP(OC[C@@H]1[C@H]([C@H]([C@@H](O1)N1C=NC=2C(N)=NC=NC12)O)OP(=O)(O)O)(=O)O)(=O)O)(C)C)O)=O)=O